N-[2-cyclohexyl-4-(2-fluorophenyl)-3-pyridyl]-2-isopropyl-pyrimidine-5-carboxamide C1(CCCCC1)C1=NC=CC(=C1NC(=O)C=1C=NC(=NC1)C(C)C)C1=C(C=CC=C1)F